C1(=CC=CC=C1)[C@@H]1[C@H](CN(C1)C(=O)O)C(N(C)C1=C2C=CN=CC2=CC=C1)=O (3R,4S)-4-phenyl-3-[isoquinolin-5-yl-(methyl)carbamoyl]Pyrrolidine-1-carboxylic acid